C(CCC)(=O)OC(COC(=O)CCCCCCCCC)CO glycerol caprate butyrate